NC=1S[C@@](C[C@@](N1)(C)C=1C=C(C=CC1F)\C=C(/F)\C1=NC=C(C#N)C=C1)(C(=O)N1CCOCC1)C 6-((Z)-2-(3-((4S,6S)-2-Amino-4,6-dimethyl-6-(morpholin-4-carbonyl)-5,6-dihydro-4H-1,3-thiazin-4-yl)-4-fluorophenyl)-1-fluorovinyl)nicotinonitril